ClC1=CC=C(C=C1)N1C(=NN=C1CN1C=NC=C1)[C@@H]1CC[C@H](CC1)OC1=NC=CC=C1 trans-2-[4-[4-(4-Chlorophenyl)-5-(imidazol-1-ylmethyl)-1,2,4-triazol-3-yl]cyclohexyl]oxypyridin